8-methyl-1,3-dioxo-2-(p-tolyl)-2,3-dihydro-1H-pyrrolo[3,4-c]quinoline-4-carboxylic acid methyl ester COC(=O)C1=NC=2C=CC(=CC2C2=C1C(N(C2=O)C2=CC=C(C=C2)C)=O)C